FC1=C(C(=O)O)C=C(C(=C1)C)C#CC1=CN=C2N1C=CC=C2NC=2C=NN(C2)C2OCCCC2 2-fluoro-4-methyl-5-((8-((1-(tetrahydro-2H-pyran-2-yl)-1H-pyrazol-4-yl)amino)imidazo[1,2-a]Pyridin-3-yl)ethynyl)benzoic acid